(3S,4R)-3-acetamido-N-((S)-(2,3-dichloro-6-fluorophenyl)(4-fluorobicyclo[2.2.1]heptan-1-yl)methyl)-4-(methylamino)cyclopentane-1-carboxamide C(C)(=O)N[C@H]1CC(C[C@H]1NC)C(=O)N[C@@H](C12CCC(CC1)(C2)F)C2=C(C(=CC=C2F)Cl)Cl